C1(CC1)CNC1=C(C=C(C=C1)S(=O)(=O)N)C1=CN(C(C=C1)=O)C 4-(cyclopropylmethylamino)-3-(1-methyl-6-oxopyridin-3-yl)benzenesulfonamide